ClC=1C=C2C(=CC1)NC(C21CCN(CC1)CCOC1=CC2=C(N(C=N2)C2CS(C2)(=O)=O)C(=C1)C(F)(F)F)=O 3-{5-[2-(5-chloro-2-oxospiro[indoline-3,4'-piperidin]-1'-yl)ethoxy]-7-(trifluoromethyl)-1H-1,3-benzimidazol-1-yl}-1λ6-1,1-thietanedione